ethyl 2-[[(3E)-5,5-dimethyl-3-[4-[(E)-phenylazo]phenyl]imino-cyclohexen-1-yl]amino]acetate CC1(C\C(\C=C(C1)NCC(=O)OCC)=N/C1=CC=C(C=C1)/N=N/C1=CC=CC=C1)C